(Z)-1-(((2R,5S)-5-aminotetrahydro-2H-pyran-2-yl)methyl)-3-((3,5-dimethyl-1H-pyrrol-2-yl)methylene)-2-oxo-N-(prop-2-yn-1-yl)indole-6-carboxamide hydrochloride Cl.N[C@H]1CC[C@@H](OC1)CN1C(\C(\C2=CC=C(C=C12)C(=O)NCC#C)=C/C=1NC(=CC1C)C)=O